acryloyloxyethoxyethyl trimellitate C(C=1C(C(=O)[O-])=CC(C(=O)[O-])=CC1)(=O)OCCOCCOC(C=C)=O